2-(1,1-difluoroethyl)-N-(2-methyl-4-(pyrrolo[2,1-f][1,2,4]triazin-4-yl)benzyl)oxazole-4-carboxamide FC(C)(F)C=1OC=C(N1)C(=O)NCC1=C(C=C(C=C1)C1=NC=NN2C1=CC=C2)C